tris(tert-pentoxy)indium(III) C(C)(C)(CC)O[In](OC(C)(C)CC)OC(C)(C)CC